ON1N=NC(=C1)C(=O)O 1-hydroxy-1H-1,2,3-triazole-4-carboxylic acid